C1(CC1)N(C1=C(C(=NC=N1)NCC1(CCOCC1)CNS(=O)(=O)C)F)CC1=CC=C(C=C1)C(F)(F)F N-[[4-[[[6-[cyclopropyl-[[4-(trifluoromethyl)phenyl]methyl]amino]-5-fluoro-pyrimidin-4-yl]amino]methyl]tetrahydropyran-4-yl]methyl]methanesulfonamide